[Br-].C(CCCCCCC)N1CC(=CC=C1)C N-octyl-3-methylpyridine bromide